P(=O)(O)(O)OC[C@H]([C@H](C(CNC1=C(C=CC=C1)C(=O)O)=O)O)O 1-(o-carboxyphenylamino)-1-deoxyribulose 5-phosphate